C1C=CN(C=C1C(=O)N)[C@@H]2[C@@H]([C@@H]([C@H](O2)COP(=O)(O)OP(=O)(O)OC[C@@H]3[C@H]([C@H]([C@@H](O3)N4C=NC5=C(N=CN=C54)N)O)O)O)O The molecule is a nicotinamide dinucleotide that is NADH in which the anomeric centre of the ribosyldihydronicotinamide moiety has alpha- rather than beta-configuration It is a conjugate acid of an alpha-NADH(2-).